ClC=1C=C(C=CC1Cl)CS(=O)(=O)NC1=CC=C(C=C1)NC(=O)NCC=1C=NNC1 C-(3,4-Dichloro-phenyl)-N-{4-[3-(1H-pyrazol-4-ylmethyl)-ureido]-phenyl}-methanesulfonamide